3-(2-(5-((4-methylpyridin-2-yl)amino)pentanamido)acetamido)propanoic acid CC1=CC(=NC=C1)NCCCCC(=O)NCC(=O)NCCC(=O)O